4-({2-[(5-methyl-1H-benzo[d]imidazol-6-yl)amino]quinazolin-8-yl}oxy)cyclohexanol tert-butyl-(S)-(1-(methylamino)-1-oxo-5-(tetrahydro-2H-pyran-4-yl)pentan-2-yl)carbamate C(C)(C)(C)N(C(=O)OC1CCC(CC1)OC=1C=CC=C2C=NC(=NC12)NC=1C(=CC2=C(NC=N2)C1)C)[C@H](C(=O)NC)CCCC1CCOCC1